[Zn].[Ge].[Sn].[In] indium tin germanium zinc